[OH-].CN1CN(C=C1)C 1,3-dimethylimidazole hydroxide